2-(ethoxymethylPhenyl)-N-(4-fluoro-5-methylisoxazol-3-yl)pyridine-3-sulfonamide tert-butyl-(6-bromoquinolin-3-yl)carbamate C(C)(C)(C)N(C(O)=O)C=1C=NC2=CC=C(C=C2C1)Br.C(C)OCC1=C(C=CC=C1)C1=NC=CC=C1S(=O)(=O)NC1=NOC(=C1F)C